CO[C@@H]1C[C@H](CC1)NC1=NC(=NN2C1=C(C(=C2)C2=CC=NC=C2)C2=CC=CC=C2)C=2N(C=CN2)C |r| rac-N-((1S,3S)-3-Methoxycyclopentyl)-2-(1-methyl-1H-imidazol-2-yl)-5-phenyl-6-(pyridin-4-yl)pyrrolo[2,1-f][1,2,4]triazin-4-amine